FC(C=1C(=C(C=CC1)[C@@H](C)NC1=CN=NC2=CC(=C(C=C12)O[C@@H]1CN(CC1)C(=O)OC(C)(C)C)OC)F)F tert-butyl (S)-3-((4-(((R)-1-(3-(difluoromethyl)-2-fluorophenyl) ethyl) amino)-7-methoxycinnolin-6-yl)oxy)pyrrolidine-1-carboxylate